BrC1=CC2=NC3=CC=C(C=C3N=C2C=C1)Br 2,7-Dibromophenazine